7-(morpholino(phenyl)methyl)quinolin-8-ol O1CCN(CC1)C(C1=CC=C2C=CC=NC2=C1O)C1=CC=CC=C1